3-methyl-2-[2-[(2S)-2-methylazetidin-1-yl]-6,7-dihydro-5H-cyclopenta[d]pyrimidin-4-yl]benzimidazole-5-carboxylic acid CN1C(=NC2=C1C=C(C=C2)C(=O)O)C=2C1=C(N=C(N2)N2[C@H](CC2)C)CCC1